2-METHYLPHENYLBORONIC ACID CC1=C(C=CC=C1)B(O)O